6-[[2-[[4-(2,4-dichlorophenyl)-5-(4-methyl-1H-imidazol-2-yl)-2-pyrimidinyl]-amino]ethyl]amino]nicotinnitrile ClC1=C(C=CC(=C1)Cl)C1=NC(=NC=C1C=1NC=C(N1)C)NCCNC1=NC=C(C#N)C=C1